3-(5-((2-fluoro-4-(morpholinomethyl)benzyl)thio)-2-methyl-4-oxoquinazolin-3(4H)-yl)piperidine-2,6-dione FC1=C(CSC2=C3C(N(C(=NC3=CC=C2)C)C2C(NC(CC2)=O)=O)=O)C=CC(=C1)CN1CCOCC1